COC=1C(=CC2=C(N=CN2COCC[Si](C)(C)C)C1)NC=1N=NC(=CC1)C 6-methoxy-N-(6-methylpyridazin-3-yl)-3-(2-trimethylsilylethoxymethyl)benzimidazol-5-amine